C(CCCCCCCCCCC)[N+](CCCC)(CCCCCCCCCCCC)CCCCCCCCCCCC tri(dodecyl)butyl-ammonium